3-(5-(dimethylamino)-2-(2,2,2-trifluoroethoxy)phenyl)-2-iminothiazolidin-4-one CN(C=1C=CC(=C(C1)N1C(SCC1=O)=N)OCC(F)(F)F)C